tert-butyl N-[4-bromo-2-[5-methyl-4-nitro-2-(2-trimethylsilylethoxymethyl)pyrazol-3-yl]phenyl]carbamate BrC1=CC(=C(C=C1)NC(OC(C)(C)C)=O)C=1N(N=C(C1[N+](=O)[O-])C)COCC[Si](C)(C)C